O=C1C2=CC=CC=C2C=2C(=CC=CC12)C(=O)OCC1=C[C@H]2[C@H]3[C@@H](O1)OC([C@@H]2C=C3)=O ((1S,4aS,5R,7aS)-8-oxo-1,4a,5,7a-tetrahydro-1,5-(epoxymethano) cyclopenta[c]pyran-3-yl)methyl 9-oxo-9H-fluorene-4-carboxylate